NC1=C(C(=NC=N1)C1=CC(=C(CNC(=O)C=2OC(=NN2)C(C)(C)C)C=C1)C)OCCNC N-(4-(6-amino-5-(2-(methylamino)ethoxy)pyrimidin-4-yl)-2-methylbenzyl)-5-(tert-butyl)-1,3,4-oxadiazole-2-carboxamide